C(C)(C)NC(C(=C)NC)=O (2R)-N-isopropyl-2-(methylamino)propenamide